C(C1=CC=CC=C1)O[C@@H]1[C@H](N(C[C@@H]([C@H]1OCC1=CC=CC=C1)OCC1=CC=CC=C1)CCC1=C(C=C(C=C1)F)F)C (2r,3r,4r,5s)-3,4,5-tris(benzyloxy)-1-(2,4-difluorophenethyl)-2-methylpiperidine